5-chloro-2-(1-(2-Fluoroethyl)piperidin-4-yl)benzo[d]thiazole ClC=1C=CC2=C(N=C(S2)C2CCN(CC2)CCF)C1